FC(C=1N=CC(=NC1)N[C@@H]1C[C@@H]2CN([C@H]1CC2)C=O)(F)F ((1S,4R,6R)-6-((5-(trifluoromethyl)pyrazin-2-yl)amino)-2-azabicyclo[2.2.2]oct-2-yl)methanone